BrC1=C(C(=CC(=C1)F)[N+](=O)[O-])C 1-bromo-5-fluoro-2-methyl-3-nitrobenzene